2-((4-(1-methyl-1H-pyrazol-5-yl)-1-oxo-1,2-dihydroisoquinolin-7-yl)oxy)acetonitrile CN1N=CC=C1C1=CNC(C2=CC(=CC=C12)OCC#N)=O